5-(2-(4-(3-(dibutylamino)propyl)-3,5-difluorophenyl)-1H-pyrrolo[2,3-b]pyridin-4-yl)-1H-indazol C(CCC)N(CCCC1=C(C=C(C=C1F)C1=CC=2C(=NC=CC2C=2C=C3C=NNC3=CC2)N1)F)CCCC